NC=1C(=NC=CN1)S(=O)(=O)NC(=O)C=1C(=NC(=CC1)C=1C=NC(=C(C1)C)OC)N1CCC(CC1)C N-(3-Aminopyrazin-2-yl)sulfonyl-6-(6-methoxy-5-methyl-3-pyridyl)-2-(4-methyl-1-piperidyl)pyridin-3-carboxamid